O\N=C/1\C(CN(CC1)C(=O)OC(C)(C)C)C1=CC=CC=C1 tert-butyl (E)-4-(hydroxyimino)-3-phenylpiperidine-1-carboxylate